5-hydrazinyl-2-methoxy-d3-pyridine N(N)C=1C=CC(=NC1)OC([2H])([2H])[2H]